COC(=O)[C@@H]1CC[C@H](CC1)C(=O)N1CCOCC1 trans-4-(morpholin-4-ylcarbonyl)cyclohexanecarboxylic acid methyl ester